3-((S)-Hydroxy-(4-isopropyl-phenyl)-{3-[3-(tetrahydro-pyran-4-yl)-isoxazol-5-yl]-phenyl}-methyl)-3-methyl-azetidine-1-carboxylic acid tert-butyl ester C(C)(C)(C)OC(=O)N1CC(C1)(C)[C@@](C1=CC(=CC=C1)C1=CC(=NO1)C1CCOCC1)(C1=CC=C(C=C1)C(C)C)O